n-octadecylbenzyldimethyl-ammonium chloride [Cl-].C(CCCCCCCCCCCCCCCCC)[N+](C)(C)CC1=CC=CC=C1